P(OCC)(OC(=O)OCC#CC)=O.[Li] lithium ethyl 2-butynyloxycarbonyl phosphonate